(1R,2R)-N-(7-chloro-6-(1-((3R,4R)-4-hydroxy-3-methyltetrahydrofuran-3-yl)piperidin-4-yl)isoquinolin-3-yl)-2-(furan-2-yl)cyclopropane-1-carboxamide ClC1=C(C=C2C=C(N=CC2=C1)NC(=O)[C@H]1[C@@H](C1)C=1OC=CC1)C1CCN(CC1)[C@@]1(COC[C@@H]1O)C